4-amino-N-((1R,4r)-4-(((2S*,4R*)-2-methyl-1-propionyl-1,2,3,4-tetrahydroquinolin-4-yl)amino)cyclohexyl)but-2-ynamide trifluoroacetate FC(C(=O)O)(F)F.NCC#CC(=O)NC1CCC(CC1)N[C@@H]1C[C@@H](N(C2=CC=CC=C12)C(CC)=O)C |o1:21,23|